ClC=1C=C(OC2(CCCCC2)C2=C(N=NC(=C2)N2CC(C2)CO)C(=O)N)C=CC1C#N (1r,4r)-4-((3-chloro-4-cyanophenoxy)cyclohexyl)-6-(3-(hydroxymethyl)azetidin-1-yl)pyridazine-3-carboxamide